ClC(C(=O)[O-])C (Z)-2-chloropropanoate